N1CCC(CC1)N1CCN(CC1)C1C[C@H]2N(C=3C(=NN=C(C3)C3=C(C=CC=C3)O)NC2)C1 2-((6aR)-8-(4-(piperidin-4-yl)piperazin-1-yl)-5,6,6a,7,8,9-hexahydropyrrolo[1',2':4,5]pyrazino[2,3-c]pyridazin-2-yl)phenol